2-cyano-N-(4-(2-(4-morpholinophenyl-amino)pyrimidin-4-yl)-2-(trifluoromethyl)phenyl)acetamide methyl-N-{[2-(2,6-dioxopiperidin-3-yl)-3-oxo-2,3-dihydro-1H-isoindol-5-yl]methyl}carbamate COC(NCC=1C=C2C(N(CC2=CC1)C1C(NC(CC1)=O)=O)=O)=O.C(#N)CC(=O)NC1=C(C=C(C=C1)C1=NC(=NC=C1)NC1=CC=C(C=C1)N1CCOCC1)C(F)(F)F